Oxazole-5-ol O1C=NC=C1O